tertbutyl (3R,4R)-3-fluoro-4-(tosyloxy)pyrrolidine-1-carboxylate F[C@@H]1CN(C[C@H]1OS(=O)(=O)C1=CC=C(C)C=C1)C(=O)OC(C)(C)C